5-heptyl-1-[6-(triethoxysilyl)hexyl]-1H-tetrazole C(CCCCCC)C1=NN=NN1CCCCCC[Si](OCC)(OCC)OCC